2,4-diamino-3-n-pentadecanyl-cyclohexanol NC1C(CCC(C1CCCCCCCCCCCCCCC)N)O